2,2,9,9,10,10-hexamethyl-3,3-diphenyl-5-[(2E)-undec-2-en-1-yl]-4,8-dioxa-3,9-disilaundecane CC(C)([Si](OC(CCO[Si](C(C)(C)C)(C)C)C\C=C\CCCCCCCC)(C1=CC=CC=C1)C1=CC=CC=C1)C